ClC=1C=NC(=C(C(=O)NC2CCC(CC2)CN2C(N(C3=C2C=CC=C3)C=3C=NC(=CC3)NC3CC(C3)(F)F)=O)C1)C 5-chloro-N-((1r,4r)-4-((3-(6-((3,3-difluorocyclobutyl)amino)pyridin-3-yl)-2-oxo-2,3-dihydro-1H-benzo[d]imidazol-1-yl)methyl)cyclohexyl)-2-methylnicotinamide